O1C2N(C3CCC1C3)CC=3N(C2)C=C(CC3)C(=O)N 2,3,4,5,7,9,13,13a-octahydro-2,5-methanopyrido-[1',2':4,5]pyrazino[2,1-b][1,3]-oxazepine-10-carboxamide